C(#N)CC(=O)NCC1=NN(C=2N(C([C@@H]([C@@H](C21)C2=CC=C(C=C2)F)NC(C2=CC(=CC=C2)C(F)(F)F)=O)=O)CC)C2=CC=CC=C2 |r| rac-N-((4R,5R)-3-((2-cyanoacetamido)methyl)-7-ethyl-4-(4-fluorophenyl)-6-oxo-1-phenyl-4,5,6,7-tetrahydro-1H-pyrazolo[3,4-b]pyridine-5-yl)-3-(trifluoromethyl)benzamide